1,1,5,5-Tetraphenyl-3,3-dimethoxy-1,5-bis(5-aminopentyl)trisiloxan C1(=CC=CC=C1)[Si](O[Si](O[Si](CCCCCN)(C1=CC=CC=C1)C1=CC=CC=C1)(OC)OC)(CCCCCN)C1=CC=CC=C1